(7S)-11-chloro-9-(2,6-difluorophenyl)-3,7-dimethyl-12-(trifluoromethyl)-2,4,5,8,13-pentazatricyclo[8.4.0.02,6]tetradec-1(10),3,5,8,11,13-hexa-ene ClC=1C=2C(=N[C@H](C3=NN=C(N3C2C=NC1C(F)(F)F)C)C)C1=C(C=CC=C1F)F